Cl.N[C@@H](CC(=O)OCC1=CC(=NC(=C1)Cl)Cl)CC(C)C (2,6-Dichloropyridin-4-yl)methyl (R)-3-amino-5-methylhexanoate hydrochloride